6-methoxy-2-(4-(methylthio)phenyl)benzofuran COC1=CC2=C(C=C(O2)C2=CC=C(C=C2)SC)C=C1